C(CCC)C=C(C(=O)N)C n-Butyl-methacrylamid